C(C)(C)(C)OC(=O)N1SCC(CC1)CO[Si](C1=CC=CC=C1)(C1=CC=CC=C1)C(C)(C)C.FC1=CC=C(C=C1)C1=NN2C(CN(CC2)C(C)=O)=C1C1=CC(=NC=C1)OC 1-(2-(4-fluorophenyl)-3-(2-methoxypyridin-4-yl)-6,7-dihydropyrazolo[1,5-a]pyrazin-5(4H)-yl)ethan-1-one tert-butyl-5-(((tert-butyldiphenylsilyl)oxy)methyl)-1,2-thiazinane-2-carboxylate